(R)-N-(3-((3-hydroxyoxetan-3-yl)ethynyl)-1-(6-(3-methoxy-tetrahydrofuran-3-yl)-4-methylpyridin-2-yl)-1H-pyrrolo[3,2-c]pyridin-6-yl)acetamide OC1(COC1)C#CC1=CN(C2=C1C=NC(=C2)NC(C)=O)C2=NC(=CC(=C2)C)[C@]2(COCC2)OC